FC1=CC=C(C=C1)CN1C(CCC2=CC(=CC=C12)[N+](=O)[O-])=O 1-[(4-fluorophenyl)methyl]-6-nitro-3,4-dihydroquinolin-2-one